3-fluoro-N-(4-methyl-3-(2-((1-methyl-1H-pyrazol-4-yl)amino)-8,9-dihydroimidazo[1',2':1,6]pyrido[2,3-d]pyrimidin-6-yl)phenyl)pyridineamide FC=1C(=NC=CC1)C(=O)NC1=CC(=C(C=C1)C)C1=CC2=C(N=C(N=C2)NC=2C=NN(C2)C)N2C1=NCC2